t-butyl 4-(5-(6-cyanopyridin-3-yl)pyrimidin-2-yl)piperazine-1-formate C(#N)C1=CC=C(C=N1)C=1C=NC(=NC1)N1CCN(CC1)C(=O)OC(C)(C)C